(S)-2-(6-(2-ethyl-5-fluoro-4-hydroxyphenyl)-1H-indazol-3-yl)-5-methyl-4,5,6,7-tetrahydro-3H-imidazo[4,5-c]pyridine-6-carboxylic acid C(C)C1=C(C=C(C(=C1)O)F)C1=CC=C2C(=NNC2=C1)C1=NC2=C(CN([C@@H](C2)C(=O)O)C)N1